4-chloro-2-(methylthio)-6,7-dihydro-5H-pyrrolo[2,3-d]Pyrimidine ClC=1C2=C(N=C(N1)SC)NCC2